N-[(5-chlorothiophen-2-yl)methyl]-3-[1-(2-methoxyethyl)piperidin-4-yl]-1H-pyrazol-5-amine ClC1=CC=C(S1)CNC1=CC(=NN1)C1CCN(CC1)CCOC